ClC1=CC(=C(COC2=CC=CC(=N2)C2CCN(CC2)CC(=O)NN)C=C1)F 2-(4-(6-((4-chloro-2-fluorobenzyl)oxy)pyridin-2-yl)piperidin-1-yl)acethydrazide